4-[(2S)-2-(dimethylamino)-3-[(3S)-5-methyl-3-phenylhexanamido]propyl]-3,5-dimethylbenzamide CN([C@@H](CC1=C(C=C(C(=O)N)C=C1C)C)CNC(C[C@H](CC(C)C)C1=CC=CC=C1)=O)C